2-(6-(((1S,2s,3R,5S)-2-fluoro-8-azabicyclo[3.2.1]oct-6-en-3-yl)(methyl)amino)-1,2,4-triazin-3-yl)-5-(2-methoxypyridin-4-yl)phenol F[C@H]1[C@@H]2C=C[C@H](C[C@H]1N(C1=CN=C(N=N1)C1=C(C=C(C=C1)C1=CC(=NC=C1)OC)O)C)N2